COC1=C(C=C2C(=NC=NC2=C1)C=1C(=NN(C1)C1COC1)C1=CC=CC=C1)O 7-methoxy-4-(1-(oxetan-3-yl)-3-phenyl-1H-pyrazol-4-yl)quinazolin-6-ol